C[Ir+]C1=CC=CC=C1 methylphenyl-Iridium (III)